C[C@@H]1[C@@H](N(C2CC1C2)C(=O)C2=NC(=CC=C2N2N=CC=N2)C)CNC2=NC=C(C=N2)C(F)(F)F N-{[(3R,4S)-4-Methyl-2-[6-methyl-3-(2H-1,2,3-triazol-2-yl)pyridin-2-carbonyl]-2-azabicyclo[3.1.1]heptan-3-yl]methyl}-5-(trifluoromethyl)pyrimidin-2-amin